CCCCCCCCC#CCCCC#CC#CCCC(=O)O 11-eicosatriynoic acid